3-ethyl-4-{3-isopropyl-4-(4-(1-methyl-1H-pyrazol-4-yl)-1H-imidazol-1-yl)-1H-pyrazolo[3,4-b]Pyridin-1-yl}benzonitrile C(C)C=1C=C(C#N)C=CC1N1N=C(C=2C1=NC=CC2N2C=NC(=C2)C=2C=NN(C2)C)C(C)C